FC(C(=O)O)(F)F.N1(CCNCC1)CC=1C=CC(=NC1)NC1=NC=CC=N1 N-(5-(piperazin-1-ylmethyl)pyridin-2-yl)pyrimidin-2-amine trifluoroacetate